CN1C(=NC2=C1C=C(C=C2C2CCN(CC2)C(=O)OC(C)(C)C)C2=CC=C(C=C2)N2CCN(CC2)C2CCOCC2)C2=CC=C(C=C2)S(=O)(=O)C tert-butyl 4-(1-methyl-2-(4-(methylsulfonyl) phenyl)-6-(4-(4-(tetrahydro-2H-pyran-4-yl)piperazin-1-yl)phenyl)-1H-benzo[d]imidazol-4-yl)piperidine-1-carboxylate